C(#C)N1B(N(BNB1)C#C)C#C Triethynyl-borazin